4-(4-amino-2-methylphenoxy)piperidine-1-carboxylic acid methyl ester COC(=O)N1CCC(CC1)OC1=C(C=C(C=C1)N)C